OCC=CCCC(=O)[O-] 6-hydroxyhex-4-enoate